(2S,3R,4R,5S)-4-[[3-(3,4-Difluoro-2-methyl-phenyl)-4,5-dimethyl-5-(trifluoromethyl)tetrahydrofuran-2-carbonyl]amino]pyridin-2-carboxamid FC=1C(=C(C=CC1F)[C@@H]1[C@H](O[C@@]([C@@H]1C)(C(F)(F)F)C)C(=O)NC1=CC(=NC=C1)C(=O)N)C